C1(CC1)C1=CC(=NN1)NC(CC1=NN(C=C1)C=1C=C(C=CC1)C)=O N-(5-cyclopropyl-1H-pyrazol-3-yl)-2-(1-(m-tolyl)-1H-pyrazol-3-yl)acetamide